2,7-Dibromoquinoxaline BrC1=NC2=CC(=CC=C2N=C1)Br